C1(C=CC(N1C1(C(C)C=CC=C1)N1C(C=CC1=O)=O)=O)=O 2,2-bismaleimidotoluene